C(C)(=O)N1CC(N(CC1)C1=NC=C(C(=N1)NC=1C=NC(=CC1)C1CC1)C(=O)N)C 2-(4-acetyl-2-methylpiperazin-1-yl)-4-((6-cyclopropylpyridin-3-yl)amino)pyrimidine-5-carboxamide